3-(4-bromobutyl)thiophene di(2-ethylhexyl phthalate) C(C)C(CC1=C(C(C(=O)O)=CC=C1)C(=O)O)CCCC.C(C)C(CC1=C(C(C(=O)O)=CC=C1)C(=O)O)CCCC.BrCCCCC1=CSC=C1